C(C)(C)(C)C1(N(CCNC1(C)C)C(=O)[O-])C=1C2=C(N=CN1)N(C=C2C(F)(F)F)C2=NC=CC(=C2)C#N tert-butyl-(7-(4-cyanopyridin-2-yl)-5-(trifluoromethyl)-7H-pyrrolo[2,3-d]pyrimidin-4-yl)-3,3-dimethylpiperazine-1-carboxylate